N-(4-((3-methoxy-pyrrolidin-1-yl)methyl)-pyridin-2-yl)-5-(5-methyl-1H-pyrazol-4-yl)thiazolo[5,4-b]-pyridin-2-amine COC1CN(CC1)CC1=CC(=NC=C1)NC=1SC2=NC(=CC=C2N1)C=1C=NNC1C